BrC1=NC(OC2=C1C=CC=C2F)(C)CCCC 4-bromo-2-butyl-8-fluoro-2-methyl-2H-benzo[e][1,3]oxazine